O1C(C(C(C1)O)O)O Tetrahydrofuran-2,3,4-triol